C(=O)(O)C(O)C(O)C(=O)O.OC1=CC=C(C=C1)C(CN1CC(C(CC1)CC1=CC=CC=C1)C)O α-(4-Hydroxyphenyl)-3-methyl-4-benzyl-1-piperidineethanol (+)-tartrate salt